NC=1C=C(C=C(C1)OC)NC1CC(C1)C(=O)OCC ethyl 3-((3-amino-5-methoxyphenyl)amino)cyclobutanecarboxylate